((3-((3-amino-5-(4-amino-4-methylpiperidin-1-yl)pyrazin-2-yl)thio)-2-chlorophenyl)sulfonyl)benzamide NC=1C(=NC=C(N1)N1CCC(CC1)(C)N)SC=1C(=C(C=CC1)S(=O)(=O)C1=C(C(=O)N)C=CC=C1)Cl